(E)-4-(3-(tert-butoxy)-3-oxoprop-1-en-1-yl)-2-chlorobenzoic acid methyl ester COC(C1=C(C=C(C=C1)\C=C\C(=O)OC(C)(C)C)Cl)=O